FC1=C(C=CC(=C1)F)N(C(=O)N1CCOCC1)CC1=CC=C(C=C1)C(NO)=O N-(2,4-difluorophenyl)-N-(4-(hydroxycarbamoyl)benzyl)morpholine-4-carboxamide